(trans)-Methyl 4-(2-chloro-4-fluorophenyl)-6-(3-(methylsulfonamido)cyclobutyl)-2-(thiazol-2-yl)-1,4-dihydropyrimidine-5-carboxylate ClC1=C(C=CC(=C1)F)C1N=C(NC(=C1C(=O)OC)[C@@H]1C[C@H](C1)NS(=O)(=O)C)C=1SC=CN1